ClC=1C=CC(=C(C1)[C@H](CO)F)[C@H]([C@H]1O[C@H]([C@H]2[C@@H]1OC(O2)(C)C)N2C=CC1=C2N=CN=C1Cl)O (2R)-2-[5-chloro-2-[(R)-hydroxy-[(3aR,4R,6R,6aR)-4-(4-chloropyrrolo[2,3-d]pyrimidin-7-yl)-2,2-dimethyl-3a,4,6,6a-tetrahydrofuro[3,4-d][1,3]dioxol-6-yl]methyl]phenyl]-2-fluoro-ethanol